FC(C1=CC=C(C=C1)C1=NN=C(C2=CC=CC=C12)NC1CNS(C1)(=O)=O)(F)F 4-((4-(4-(trifluoromethyl)phenyl)phthalazin-1-yl)amino)isothiazolidine 1,1-dioxide